(E)-5-((methylthio)methyl)-3-(((5-nitrofuran-2-yl)methylene)amino)oxazolidin-2-one CSCC1CN(C(O1)=O)/N=C/C=1OC(=CC1)[N+](=O)[O-]